ClC1=C(C(=O)C2=CNC3=C2C2=C(NC([C@](N2)(C)COC([2H])([2H])[2H])=O)C=N3)C=CC(=C1)CN1N=CC=C1C (S)-9-(2-chloro-4-((5-methyl-1H-pyrazol-1-yl)methyl)benzoyl)-2-((methoxy-d3)Methyl)-2-methyl-1,2,4,7-tetrahydro-3H-pyrrolo[3',2':5,6]Pyrido[3,4-b]Pyrazin-3-one